The molecule is a phenylalkylamine that is benzene in which one of the hydrogens is substituted by a 4-aminobutyl group. It is a phenylalkylamine, a primary amino compound and a member of benzenes. C1=CC=C(C=C1)CCCCN